C(C1=CC=CC=C1)N1C(=NC(=C1)C1=C(C=CC(=C1)F)F)[C@@H](C(C)(C)C)NCC(CNC(OC(C)(C)C)=O)CO[Si](C)(C)C(C)(C)C tert-Butyl [3-({(1R)-1-[1-benzyl-4-(2,5-difluorophenyl)-1H-imidazol-2-yl]-2,2-dimethylpropyl}amino)-2-({[tert-butyl(dimethyl)silyl]oxy}methyl)propyl]carbamate